1-(6-(azidomethyl)-3-cyclopropylquinolin-8-yl)-3-methylimidazolidine N(=[N+]=[N-])CC=1C=C2C=C(C=NC2=C(C1)N1CN(CC1)C)C1CC1